ClC=1C=CC(N(N1)C1=C(C=CC(=C1)OC)C)=O 6-chloro-2-(5-methoxy-2-methylphenyl)pyridazin-3(2H)-one